C(C)(C)(C)OC(=O)N(C(OC(C)(C)C)=O)CC1=CC(=NC=C1)N1C=NC(=C1)C(F)(F)F tert-butyl N-(tert-butoxycarbonyl)-N-({2-[4-(trifluoromethyl)imidazol-1-yl]pyridin-4-yl}methyl)carbamate